NC1=CC=C(C(=N1)C=1C(=NN(C1)CC)C(F)(F)F)C1=C2C(=CN=C1)SC(=C2)C#N 4-(6-amino-2-(1-ethyl-3-(trifluoromethyl)-1H-pyrazol-4-yl)pyridin-3-yl)thieno[2,3-c]pyridine-2-carbonitrile